C(=O)O.FC1=C(C=CC(=C1)C(F)(F)F)C=1C(=NC(=NC1)NCC1CCN(CC1)C)C 5-(2-fluoro-4-(trifluoromethyl)phenyl)-4-methyl-N-((1-methyl-4-piperidinyl)methyl)pyrimidin-2-amine, formate salt